1,2,4-triazoline-3,5-dione N1=NC(NC1=O)=O